CN1N=C(C(=C1)C1=C2CCNC(C2=CC=C1)=O)C(F)(F)F 5-(1-methyl-3-(trifluoromethyl)-1H-pyrazol-4-yl)-3,4-dihydroisoquinolin-1(2H)-one